exo-N-[(1R)-1-(6-ethoxypyridin-3-yl)-2,2-difluoroethyl]-6-fluoro-1,1a,2,7b-tetrahydrocyclopropa[c][1]benzopyran-1-carboxamide C(C)OC1=CC=C(C=N1)[C@H](C(F)F)NC(=O)C1C2COC3=C(C21)C=C(C=C3)F